(9E)-1,1-dimethoxy-9-dodecene COC(CCCCCCC\C=C\CC)OC